ClC1=C2C=CC=NC2=C(C=C1)O[C@@H]1CN(CC1)CC(=O)N1[C@@H](CC(C1)(F)F)C#N (S)-1-(2-((S)-3-((5-Chlorochinolin-8-yl)oxy)pyrrolidin-1-yl)acetyl)-4,4-difluoropyrrolidin-2-carbonitril